CC(=CCO)CCCC(=C)C 3,7-dimethyl-2,7-octadien-1-ol